C(C=C)(=O)NC=1C=C(C=CC1)C=1C=C(C=C2C=NC=NC12)C1=CC=C(C(=O)N)C=C1 4-(8-(3-acrylamidophenyl)quinazolin-6-yl)benzamide